NC1=C2N=CN(C2=NC(=N1)C1=CC=C(C=C1)NC(=O)NC1=CC=C(C=C1)CO)[C@@H]1O[C@@H]([C@H]([C@H]1O)O)CO 1-{4-{6-amino-9-[(2R,3R,4S,5R)-3,4-dihydroxy-5-(hydroxymethyl)tetrahydrofuran-2-yl]-9H-purin-2-yl}phenyl}-3-[4-(hydroxymethyl)phenyl]urea